6-(HYDROXYMETHYL)-N-(6-METHOXY-1-METHYL-1H-INDAZOL-7-YL)PYRIDINE-3-SULFONAMIDE OCC1=CC=C(C=N1)S(=O)(=O)NC=1C(=CC=C2C=NN(C12)C)OC